4'-(4-(pyridin-2-yl)-1H-1,2,3-triazol-1-yl)-[1,1'-biphenyl]-4-amine N1=C(C=CC=C1)C=1N=NN(C1)C1=CC=C(C=C1)C1=CC=C(C=C1)N